tert-butyl 2-[6-[3-[[2-benzyloxy carbonyloxy ethyl(methyl)sulfamoyl]amino]-2,6-difluoro-phenoxy]-4-oxo-quinazolin-3-yl]-7-azaspiro[3.5]nonane-7-carboxylate C(C1=CC=CC=C1)OC(=O)OCCN(S(=O)(=O)NC=1C(=C(OC=2C=C3C(N(C=NC3=CC2)C2CC3(C2)CCN(CC3)C(=O)OC(C)(C)C)=O)C(=CC1)F)F)C